1,4-dimethylamino-1,4-disilacyclohexane CN[SiH]1CC[SiH](CC1)NC